3-(3-((tert-butylsulfinyl) amino)-2-fluorobenzyl)-4-((dimethylamino) methyl)-2-oxo-2H-benzopyran-7-yl dimethylcarbamate CN(C(OC1=CC2=C(C(=C(C(O2)=O)CC2=C(C(=CC=C2)NS(=O)C(C)(C)C)F)CN(C)C)C=C1)=O)C